N-[2-(dimethylamino)ethyl]imidodisulfuric acid disodium salt [Na+].[Na+].CN(CCN(S(=O)(=O)[O-])S(=O)(=O)[O-])C